3-methyl-butyric acid ethyl ester C(C)OC(CC(C)C)=O